tert-butyl (3R,4S)-4-{2-[4,7-difluoro-3,3-dimethyl-2-oxo-5-(trifluoromethyl)indol-1-yl]acetamido}-3-methylpentanoate FC1=C2C(C(N(C2=C(C=C1C(F)(F)F)F)CC(=O)N[C@H]([C@@H](CC(=O)OC(C)(C)C)C)C)=O)(C)C